C(C)(C)(C)OC(=O)N1C(OC[C@H]1C1=CC=C(C=C1)N1C(OCC1)=O)(C)C (4R)-2,2-dimethyl-4-[4-(2-oxo-1,3-oxazolidin-3-yl)phenyl]-1,3-oxazolidine-3-carboxylic acid tert-butyl ester